3-fluoro-4-(7-methyl-8-oxo-2-(3-(pyrazin-2-yloxy)azetidin-1-yl)-6-(trifluoromethyl)-7,8-dihydropyrimido[5,4-d]pyrimidin-4-yl)benzonitrile FC=1C=C(C#N)C=CC1C=1C2=C(N=C(N1)N1CC(C1)OC1=NC=CN=C1)C(N(C(=N2)C(F)(F)F)C)=O